(3-((2-(Nicotinamido)ethyl)amino)-3-oxopropyl)triphenylphosphonium C(C1=CN=CC=C1)(=O)NCCNC(CC[P+](C1=CC=CC=C1)(C1=CC=CC=C1)C1=CC=CC=C1)=O